C(CCCCCCCCCCCCCCCCC)(=O)O.C(CCCCCCCCCCCCCCCCC)(=O)O.S(CCC(=O)O)CCC(=O)O thiodipropionic acid distearate